Methyl 4-(5-amino-1-methyl-pyrazol-3-yl)benzoate NC1=CC(=NN1C)C1=CC=C(C(=O)OC)C=C1